1-n-Butoxy-1-cyclohexene C(CCC)OC1=CCCCC1